COC(=O)[C@@H]1CC[C@H](CC1)CN trans-4-aminomethylcyclohexanecarboxylic acid methyl ester